FC1=C(C(=CC=C1)OC)C1=C(C=NC(=C1)C)C(=O)OC Methyl 4-(2-fluoro-6-methoxyphenyl)-6-methylpyridine-3-carboxylate